O[C@H](C(=O)OC1CN(C1)CC1=CC=CC=C1)C1=CC=CC=C1 (S)-1-benzylazetidin-3-yl 2-hydroxy-2-phenylacetate